Cl.NCC1(CCC(N1)=O)C 5-(aminomethyl)-5-methylpyrrolidine-2-one hydrochloride